CCCOC(C1=CC=CC=C1)=O.FC1=C(OC2=C(C(=O)N)C=CC=N2)C=CC(=C1)CC(NC=1SC(=NN1)C1=NC=CN=C1)=O 2-(2-fluoro-4-(2-oxo-2-((5-(pyrazin-2-yl)-1,3,4-thiadiazol-2-yl)amino)ethyl)phenoxy)nicotinamide 2-Methyl-ethyl-benzoate